(5-(4-((3-chlorobenzyl)amino)-6-(3,5-dimethylisoxazol-4-yl)quinazolin-2-yl)pyridin-2-yl)methanol ClC=1C=C(CNC2=NC(=NC3=CC=C(C=C23)C=2C(=NOC2C)C)C=2C=CC(=NC2)CO)C=CC1